O=CC(=O)OCCC=1C(=NC=CC1)NC(C(C)(C)C)=O [2-(pivaloylamino) pyridin-3-yl]Ethyl oxoacetate